N1=CNC(C2=CC=CC=C12)=O 3,4-dihydroquinazolin-4-one